IC=1C=C(C=C2C(=NC=NC12)N([C@@H](C)C1=NC=NN1C1=CC=C(C=N1)C#N)C)C(F)(F)F 6-[5-[(1S)-1-[[8-iodo-6-(trifluoromethyl)quinazolin-4-yl]-methyl-amino]ethyl]-1,2,4-triazol-1-yl]pyridine-3-carbonitrile